1-benzyl-3-hydroxy-3-(nitromethyl)piperidine-4-carboxylic acid ethyl ester C(C)OC(=O)C1C(CN(CC1)CC1=CC=CC=C1)(C[N+](=O)[O-])O